NC1=C2C(=NC=N1)N(N=C2C2=CC=C(C=C2)NC(=O)C=2C(N(C(=C(C2)Br)COC)C2=CC=C(C=C2)F)=O)C2CCN(CC2)C(C(C)C)=O N-(4-(4-amino-1-(1-isobutyrylpiperidin-4-yl)-1H-pyrazolo[3,4-d]pyrimidin-3-yl)phenyl)-5-bromo-1-(4-fluorophenyl)-6-(methoxymethyl)-2-oxo-1,2-dihydropyridine-3-carboxamide